5-[7-(difluoromethyl)-6-(1-methyl-pyrazol-4-yl)-3,4-dihydro-2H-quinolin-1-yl]-1,3-dimethyl-benzimidazol-2-one FC(C1=C(C=C2CCCN(C2=C1)C1=CC2=C(N(C(N2C)=O)C)C=C1)C=1C=NN(C1)C)F